CS(=O)(=O)CCNC1=C2C(=NC(=C1)NC1=CC=C(C=3OCCOC31)C(=O)N3CCOCC3)NC=C2C#N 4-((2-(methylsulfonyl)ethyl)amino)-6-((8-(morpholine-4-carbonyl)-2,3-dihydrobenzo[b][1,4]dioxin-5-yl)amino)-1H-pyrrolo[2,3-b]pyridine-3-carbonitrile